2-[(3-ethynyl-8-methyl-6-quinolyl)oxy]-N-propylbutanamide C(#C)C=1C=NC2=C(C=C(C=C2C1)OC(C(=O)NCCC)CC)C